1-(4-bromophenyl)-4-(trifluoromethyl)-2-piperidone BrC1=CC=C(C=C1)N1C(CC(CC1)C(F)(F)F)=O